CC1CN(CC(C1)C)C1=CC=C(S1)/C=C/C1=CC(CC(C1)(C)C)=C(C#N)C#N (E)-2-(3-(2-(5-(3,5-dimethylpiperidin-1-yl)thiophen-2-yl)vinyl)-5,5-dimethylcyclohex-2-en-1-ylidene)malononitrile